(phosphono)-alanine P(=O)(O)(O)N[C@@H](C)C(=O)O